NC1=C(C(=O)NC2CCC(CC2)O)C=C(C=N1)C1=CC=C(C=C1)[C@@]12CN(C[C@H]2C1)CC(F)(F)F 2-amino-N-((1R,4R)-4-hydroxycyclohexyl)-5-(4-((1R,5S)-3-(2,2,2-trifluoroethyl)-3-azabicyclo[3.1.0]Hex-1-yl)phenyl)nicotinamide